C(OCCOCCOCCOCCOCCOCCOCCOCCOCCOCCOCCOCCOC)C(COCCOCCOCCOCCOCCOCCOCCOCCOCCOCCOCCOCCOC)COC(NCCC(=O)[O-])=O 40-(2,5,8,11,14,17,20,23,26,29,32,35,38-tridecaoxanonatriacontyl)-43-oxo-2,5,8,11,14,17,20,23,26,29,32,35,38,42-tetradecaoxa-44-azaheptatetracontane-47-oate